C1(CC1)C1=NC=NC(=C1C=1N=CC2=C(N1)C(=NN2)CC2=CC=C(C=C2)C=2N(C=C(N2)C(F)(F)F)CC)OC 5-(4-cyclopropyl-6-methoxypyrimidin-5-yl)-3-(4-(1-ethyl-4-(trifluoromethyl)-1H-imidazol-2-yl)benzyl)-1H-pyrazolo[4,3-d]pyrimidine